N-(4-((4-(3,5-dichlorophenyl)piperazin-1-yl)sulfonyl)phenyl)-5-(((2,3-dihydroxypropyl)amino)methyl)-2-(N-methylmethylsulfonamido)benzamide formate C(=O)O.ClC=1C=C(C=C(C1)Cl)N1CCN(CC1)S(=O)(=O)C1=CC=C(C=C1)NC(C1=C(C=CC(=C1)CNCC(CO)O)N(S(=O)(=O)C)C)=O